(R)-1-(3-(3-ethyl-4-cyclopropylformylpiperazine-1-carbonyl)-4-fluorobenzyl)quinazoline-2,4(1H,3H)-dione C(C)[C@@H]1CN(CCN1C(=O)C1CC1)C(=O)C=1C=C(CN2C(NC(C3=CC=CC=C23)=O)=O)C=CC1F